(S)-N-(2-(1-(3-chloro-4-((2,4-difluorophenyl)methoxy-d2)-5',6-dimethyl-2-carbonyl-2H-[1,4'-bipyridin]-2'-yl)-4-fluoro-1H-pyrazol-3-yl)propan-2-yl)acetamide ClC=1C(N(C(=CC1OC([2H])([2H])C1=C(C=C(C=C1)F)F)C)C1=CC(=NC=C1C)N1N=C(C(=C1)F)C(C)(C)NC(C)=O)=C=O